(4R)-N-[3-(3,5-difluorophenyl)-8-isopropyl-2-methylimidazo[1,2-b]pyridazin-7-yl]-3,4-dihydro-2H-1-benzopyran-4-carboxamide FC=1C=C(C=C(C1)F)C1=C(N=C2N1N=CC(=C2C(C)C)NC(=O)[C@@H]2CCOC1=C2C=CC=C1)C